6-fluoro-15,21-dimethyl-23-oxa-2,9,11,15,20,21,26-heptaazaheptacyclo[26.2.2.1^{1,26}.1^{13,17}.0^{2,10}.0^{3,8}.0^{18,22}]tetratriaconta-3,5,7,9,13,17(34),18(22),19-octaene-12,16-dione FC1=CC=C2N3C45CCC(CN(CCOC=6N(N=CC6C=6C(N(C=C(C(NC3=NC2=C1)=O)C6)C)=O)C)C5)CC4